C(C)(C)(C)OC(=O)C1=CC2=C(N=C(N2CCOC)CC2=C(C=C(C(=C2)F)C2=NC(=CC=C2)OCC2=CC(=CC=C2)Br)F)C=C1 2-[[4-[6-[(3-bromophenyl)methoxy]-2-pyridyl]-2,5-difluoro-phenyl]methyl]-3-(2-methoxyethyl)benzimidazole-5-carboxylic acid tert-butyl ester